C(C)P(OC1=C(C=C(C=C1C(C)(C)C)C(C)(C)C)C(C)(C)C)(OC1=C(C=C(C=C1C(C)(C)C)C(C)(C)C)C(C)(C)C)[O-] bis(2,4,6-tri-t-butylphenyl) ethylphosphite